CN1C=2C=CC(=NC2C=CC1=O)C#N 5-methyl-6-oxo-5,6-dihydro-1,5-naphthyridin-2-carbonitril